1,2-Di-tricosyl-sn-glycero-3-phosphorylcholine C(CCCCCCCCCCCCCCCCCCCCCC)OC[C@@H](OCCCCCCCCCCCCCCCCCCCCCCC)COP(=O)(O)OCC[N+](C)(C)C